O.[Os]=O.[K] potassium osmium oxide hydrate